6-methyl-5-(4-phenoxypiperidin-1-yl)-2,3-dihydroisothiazolo[4,5-b]pyridine 1,1-dioxide CC=1C=C2C(=NC1N1CCC(CC1)OC1=CC=CC=C1)CNS2(=O)=O